1-Tert-butyl-3-[6-(2,6-dichloro-phenyl)-2-(4-diethylamino-butylamino)-pyrido[2,3-d]pyrimidin-7-yl]urea C(C)(C)(C)NC(=O)NC=1C(=CC2=C(N=C(N=C2)NCCCCN(CC)CC)N1)C1=C(C=CC=C1Cl)Cl